FC=1C=C(C2=C(OCCN2)C1)C#N 7-fluoro-3,4-dihydro-2H-benzo[b][1,4]oxazine-5-carbonitrile